[Si]([O-])([O-])(O)O.[Mg+2] mono-magnesium silicate